(R or S)-4-(2-(3-(ethoxymethyl)-1-(2-(6-methylpyridin-3-yl)propan-2-yl)pyrrolidin-3-yl)ethyl)-1H-thieno[3,4-d]imidazole C(C)OC[C@]1(CN(CC1)C(C)(C)C=1C=NC(=CC1)C)CCC=1SC=C2NC=NC21 |o1:4|